C(C)(C)(C)OC(=O)N1CCC(CC1)OC1=CC=C(C=C1)I 4-(4-iodophenoxy)piperidine-1-carboxylic acid tert-butyl ester